ClC=1C(=C(C(=CC1)N1N=NC(=C1)Cl)C1=CC(=NC=C1)OC)F 4-(3-chloro-2-fluoro-6-(4-chloro-1H-1,2,3-triazol-1-yl)phenyl)-2-methoxypyridine